BrC1=CC=C(C2=CC=CC=C12)C1=NC(=NC(=C1)C1=C(C(=C(C(=C1[2H])[2H])[2H])[2H])[2H])C1=CC=CC=C1 4-(4-Bromo-1-naphthyl)-2-phenyl-6-(phenyl-2,3,4,5,6-d5)pyrimidine